C(C)(C)(C)OC(=O)N(CC(=O)ON1C(C2=CC=CC=C2C1=O)=O)C 1,3-dioxoisoindolin-2-yl N-(tert-butoxycarbonyl)-N-methylglycinate